N(CC(=O)OC)CC(=O)OC1=CC=NC=C1 4-pyridyl methyl iminodiacetate